CCCCCCCCC(CCCCCCCCCCCCCCC)C1=CC=CC2=CC=CC=C12 9-tetracosyl-naphthalene